bicyclo(2.2.2)octane-1,4-diol C12(CCC(CC1)(CC2)O)O